(S)-8-((3S,5R)-3,5-Dimethylpiperazin-1-yl)-3-methoxy-10-(trifluoromethyl)-11-(5-(trifluoromethyl)thiazol-2-yl)-3,4-dihydro-2H,6H-[1,4]thiazepino[2,3,4-ij]quinazolin-6-one C[C@H]1CN(C[C@H](N1)C)C1=NC(N2C3=C(C(=C(C=C13)C(F)(F)F)C=1SC(=CN1)C(F)(F)F)SC[C@H](C2)OC)=O